NC=1C(=C2C(N(C=NC2=CC1)CCOC)=O)C1=CC=NC=C1 6-amino-3-(2-methoxyethyl)-5-(pyridin-4-yl)quinazolin-4(3H)-one